CN1C(NC2=C1C=C(C=C2)CCCOCCCNC)=O 3-Methyl-5-[3-[3-(methylamino)propoxy]propyl]-2-oxo-benzimidazol